N-(2,5-dichloropyrimidin-4-yl)-2-methylindolin-7-amine ClC1=NC=C(C(=N1)NC=1C=CC=C2CC(NC12)C)Cl